N=1N=CC2=NCOC21 pyrazolo[4,3-d]oxazole